2-[6-[(4aS,8aR)-6-ethyl-3,4a,5,7,8,8a-hexahydro-2H-pyrido[4,3-b][1,4]oxazin-4-yl]pyridazin-3-yl]-3-methyl-phenol C(C)N1C[C@H]2[C@H](OCCN2C2=CC=C(N=N2)C2=C(C=CC=C2C)O)CC1